BrC1=CC=C(C=C1)NS(=O)(=O)C=1C=C(C(=O)NCCC2OCCC2)C=CC1 3-(N-(4-bromophenyl)sulfamoyl)-N-(2-(tetrahydrofuran-2-yl)ethyl)benzamide